NC1=NC=NN2C1=CC=C2[C@]2([C@@H]([C@@H]([C@H](O2)CO[P@](=O)(OC2=CC=CC=C2)N[C@H](C(=O)OCC(CC)CC)C)O)O)C#N (S)-2-ethylbutyl 2-(((S)-(((2R,3S,4R,5R)-5-(4-aminopyrrolo[2,1-f][1,2,4]triazin-7-yl)-5-cyano-3,4-dihydroxytetrahydrofuran-2-yl)methoxy)(phenoxy)phosphoryl)amino)propanoate